4-(oxetan-3-yloxy)pyridine O1CC(C1)OC1=CC=NC=C1